NC1=C(OC2=C(C3=CC=CC=C3C=C2)CC2=C(C=CC3=CC=CC=C23)O)C=CC=C1 1-{[2-(2-aminophenoxy)naphthalen-1-yl]methyl}naphthalen-2-ol